CN1C(C2=C(C(=C1)C1=C(OC=3C=C(C=CC3)N3CC(C3)N3CCN(CC3)C(=O)OC(C)(C)C)C=CC=C1)C=CN2)=O tert-butyl 4-[1-[3-[2-(6-methyl-7-oxo-1H-pyrrolo[2,3-c]pyridin-4-yl)phenoxy]phenyl]azetidin-3-yl]piperazine-1-carboxylate